CN(C(=O)C1(CN(C1)C(=O)OCC1=CC=CC=C1)C)C benzyl 3-(dimethylcarbamoyl)-3-methylazetidine-1-carboxylate